C1(CCC1)N1CCC2=C(CC1)C1=C(O2)C=CC=C1F 3-cyclobutyl-10-fluoro-2,3,4,5-tetrahydro-1H-benzofuro[2,3-d]azepine